1-cyclobutyl-N-(4-(2,5-difluorophenyl)-6-(3,3-difluoropyrrolidin-1-yl)pyrimidin-5-yl)-1H-pyrazole-4-carboxamide C1(CCC1)N1N=CC(=C1)C(=O)NC=1C(=NC=NC1N1CC(CC1)(F)F)C1=C(C=CC(=C1)F)F